BrC=1C=C2C(=C(C(N(C2=NC1)CCN1CCOCC1)=O)C(=O)OCC)O ethyl 6-bromo-4-hydroxy-1-(2-morpholinoethyl)-2-oxo-1,2-dihydro-1,8-naphthyridine-3-carboxylate